OC1(CCN(CC1)C(C[C@@H](C)C1=CC=CC=C1)=O)CN1N=C(C(=CC1=O)C1=CC=CC=C1)C1=CC=CC=C1 (R)-2-((4-hydroxy-1-(3-phenylbutyryl)piperidin-4-yl)methyl)-5,6-diphenylpyridazin-3(2H)-one